C(C)(C)(C)OC(N[C@@H]1CN2C3=C(C(=C2C(C1)=C)C=1C(=NC2=CC=CC=C2C1)[2H])C(=NC=N3)N)=O (S)-(4-amino-6-methylene-5-(quinolin-3-yl-2-d)-6,7,8,9-tetrahydropyrimidino[5,4-b]indolizin-8-yl)carbamic acid tert-butyl ester